ClC=1C=C2C=C(NC2=CC1C=1C=NC(=CC1)OC1CC1)CNC(C)=O N-((5-chloro-6-(6-cyclopropoxypyridin-3-yl)-1H-indol-2-yl)methyl)acetamide